ClC=1C2=C(N=CN1)N(C(=C2)Cl)C2=CC=C(C=C2)[C@H]2CO[C@@H](CN2C(=O)OC(C)(C)C)C tert-butyl (2R,5S)-5-(4-(4,6-dichloro-7H-pyrrolo[2,3-d]pyrimidin-7-yl)phenyl)-2-methylmorpholine-4-carboxylate